C(C)(C)(C)OC(N[C@@H](CN1C(C=2C=C3C(=CC2CC1)N(C(=N3)C=3N(C1=CC(=CC=C1C3)C3COC3)CC3CC3)C)=O)C)=O (R)-(1-(2-(1-(cyclopropylmethyl)-6-(oxetan-3-yl)-1H-indol-2-yl)-1-methyl-5-oxo-1,5,7,8-tetrahydro-6H-imidazo[4,5-g]isoquinolin-6-yl)propan-2-yl)carbamic acid tert-butyl ester